1-chloro-3-(4-fluorophenoxy)propane ClCCCOC1=CC=C(C=C1)F